N-methyl-5-((6-(1-methyl-1H-pyrazol-4-yl)pyrazolo[1,5-a]pyrazin-4-yl)oxy)-3-oxabicyclo[3.1.1]heptan-1-amine hydrochloride Cl.CNC12COCC(C1)(C2)OC=2C=1N(C=C(N2)C=2C=NN(C2)C)N=CC1